[4-chloro-3-(2-oxoethyl)phenyl]acetic acid ClC1=C(C=C(C=C1)CC(=O)O)CC=O